(S)-8-amino-N-(2-(2-cyano-4,4-difluoropyrrolidine-1-yl)-2-carbonylethyl)quinoline-4-carboxamide NC=1C=CC=C2C(=CC=NC12)C(=O)NCC(=C=O)N1[C@@H](CC(C1)(F)F)C#N